[Cl-].[Cl-].C[Zr](C1C=CC2=CC=3CCCC3C=C12)(C1C=C(C=C1)CC(C)(C)C)(=[SiH2])(=[SiH2])(C)(C)C Tetramethyldisilylene(3-neopentyl-cyclopentadienyl)(1,5,6,7-tetrahydro-s-indacenyl)zirconium dichloride